N-(2,4-Dimethoxybenzyl)-4-(3-(ethyl(methyl)amino)-3-(3-(trifluoromethyl)phenethyl)-piperidin-1-yl)-2,6-difluoro-N-(pyrimidin-4-yl)benzenesulfonamide COC1=C(CN(S(=O)(=O)C2=C(C=C(C=C2F)N2CC(CCC2)(CCC2=CC(=CC=C2)C(F)(F)F)N(C)CC)F)C2=NC=NC=C2)C=CC(=C1)OC